tert-butyl ((7R)-2-azabicyclo[2.2.1]-heptan-7-yl)carbamate C12NCC(CC1)[C@H]2NC(OC(C)(C)C)=O